L-4-hydroxyethylpiperazineethanesulfonic acid benzyl-(2R)-2-methyl-4-[(1r,3r)-3-{[1-(tert-butoxycarbonyl)piperidin-4-yl]oxy}cyclobutyl]piperazine-1-carboxylate C(C1=CC=CC=C1)OC(=O)N1[C@@H](CN(CC1)C1CC(C1)OC1CCN(CC1)C(=O)OC(C)(C)C)C.OCCN1CCN(CC1)CCS(=O)(=O)O